1-(4-nitrophenyl)propane-1,2-dione [N+](=O)([O-])C1=CC=C(C=C1)C(C(C)=O)=O